N-(2-bromobenzyl)-carbazole BrC1=C(CN2C3=CC=CC=C3C=3C=CC=CC23)C=CC=C1